NCCN(CCO)CCO N-(β-aminoethyl)diethanolamine